2-((4,10-bis(carboxymethyl)-7-(2-hydroxy-5-nitrobenzyl)-1,4,7,10-tetraazacyclododecane-1-yl)methyl)pyridine 1-oxide C(=O)(O)CN1CCN(CCN(CCN(CC1)CC1=C(C=CC(=C1)[N+](=O)[O-])O)CC(=O)O)CC1=[N+](C=CC=C1)[O-]